C(C)C(CN(C(=O)C1=CC(=CC(=C1)C(=O)N)C(=O)NCC(CCCC)CC)CC(CCCC)CC)CCCC N1,N3,N-tris(2-ethylhexyl)benzene-1,3,5-tricarboxamide